Ethyl 5-chloro-3-(1-((1-(2-((4-isopropylphenyl) sulfonamido) ethyl) piperidin-4-yl) methyl)-1H-1,2,3-triazol-4-yl)-1H-indole-2-carboxylate ClC=1C=C2C(=C(NC2=CC1)C(=O)OCC)C=1N=NN(C1)CC1CCN(CC1)CCNS(=O)(=O)C1=CC=C(C=C1)C(C)C